COC1=C(CNC2=NC(=CC=3C2=NN(N3)CC3=NC=CC=C3)C3=C(C#N)C=CC=C3)C=CC(=C1)OC (4-((2,4-dimethoxybenzyl)amino)-2-(pyridin-2-ylmethyl)-2H-[1,2,3]triazolo[4,5-c]pyridin-6-yl)benzonitrile